(R)-2-(7-(1-methyl-1H-pyrazol-5-yl)-5-(3-methylmorpholino)pyrazolo[1,5-a]pyrimidin-3-yl)-1H-pyrrole-1-carboxylic acid tert-butyl ester C(C)(C)(C)OC(=O)N1C(=CC=C1)C=1C=NN2C1N=C(C=C2C2=CC=NN2C)N2[C@@H](COCC2)C